gallium nitrate salt [N+](=O)([O-])[O-].[Ga+3].[N+](=O)([O-])[O-].[N+](=O)([O-])[O-]